FC1(C2CN(CC12C1=CC=C(C=C1)C)C(=O)C1=CN(C2=C1C(N(C=C2C)C)=O)C)F 3-((6,6-difluoro-1-(4-methylphenyl)-3-azabicyclo[3.1.0]hex-3-yl)carbonyl)-1,5,7-trimethyl-1,5-dihydro-4H-pyrrolo[3,2-c]pyridin-4-one